methyl 3-[(cyanomethyl)amino]-4-{6-[(5-methoxy-7-methyl-1H-indol-4-yl)methyl]-6-azaspiro[2.5]octan-5-yl}benzoate C(#N)CNC=1C=C(C(=O)OC)C=CC1C1CC2(CC2)CCN1CC1=C2C=CNC2=C(C=C1OC)C